5-[3-[6-[8-(1,3-benzothiazol-2-ylcarbamoyl)-3,4-dihydro-1H-isoquinolin-2-yl]-2-tert-butoxycarbonyl-3-pyridyl]-2-methyl-phenoxy]pentanoic acid S1C(=NC2=C1C=CC=C2)NC(=O)C=2C=CC=C1CCN(CC21)C2=CC=C(C(=N2)C(=O)OC(C)(C)C)C=2C(=C(OCCCCC(=O)O)C=CC2)C